C(C1=CC=CC=C1)OC1=C2C(=C(N(C2=CC=C1)C1=CC(=C(C=C1)F)C)C(C)C)C=O (benzyloxy)-1-(4-fluoro-3-methylphenyl)-2-isopropyl-1H-indole-3-carbaldehyde